2,2'-methylenebis(4-methyl-6-butylphenol) C(C1=C(C(=CC(=C1)C)CCCC)O)C1=C(C(=CC(=C1)C)CCCC)O